FC(OC1=CC=CC(=N1)S(=O)(=O)N1C[C@@H]([C@@](C1)(CO)O)OC1=CC(=C(C#N)C=C1)F)F 4-(((3S,4R)-1-((6-(difluoromethoxy)pyridin-2-yl)sulfonyl)-4-hydroxy-4-(hydroxymethyl)pyrrolidin-3-yl)oxy)-2-fluorobenzonitrile